sodium cyanide lead [Pb+2].[C-]#N.[Na+].[C-]#N.[C-]#N